2-methylbenzothiolol CC1(SC2=C(C1)C=CC=C2)O